OCCN1C(C2(CCNCC2)C2=CC(=CC=C12)C#N)=O 1-(2-hydroxyethyl)-2-oxo-1,2-dihydrospiro[indole-3,4'-piperidine]-5-carbonitrile